C(C)(C)C1C(N(C(N1C=1N=C2N(CCOC3=C2C=CC(=C3)N3[C@@H](CCC3)C(=O)N)C1)=O)C1=NC=NN1C)=O (2S)-1-(2-(5-isopropyl-3-(1-methyl-1H-1,2,4-triazol-5-yl)-2,4-dioxoimidazolidin-1-yl)-5,6-dihydrobenzo[f]imidazo[1,2-d][1,4]oxazepin-9-yl)pyrrolidine-2-carboxamide